C(C)(C)N1N=C(C2=C1NC(NC2=O)(C)C)C2=CC(=C(C=C2)CC(=O)O)OC 2-[4-(1-Isopropyl-6,6-dimethyl-4-oxo-5,7-dihydropyrazolo[3,4-d]pyrimidin-3-yl)-2-methoxy-phenyl]acetic acid